C1(CCCC(=O)OCCC(OCO1)C1CCCCC1)=O (4-cyclohexyl-methyleneoxy ethylene)-methyl glutarate